ClC=1C(=NC=C(C#N)C1)NC1=NC=C(C(=C1)NC(C)C#N)[N+](=O)[O-] 5-chloro-6-((4-((1-cyanoethyl)amino)-5-nitropyridin-2-yl)amino)nicotinonitrile